4-(4-((4-((5-cyano-4-(cyclopentylamino)pyrimidin-2-yl)amino)piperidin-1-yl)sulfonyl)phenyl)-3,6-dihydropyridine-1(2H)-carboxylate C(#N)C=1C(=NC(=NC1)NC1CCN(CC1)S(=O)(=O)C1=CC=C(C=C1)C=1CCN(CC1)C(=O)[O-])NC1CCCC1